fluoro-6'-hydroxyacetophenone FCC(=O)C1=CC=CC=C1O